C1([C@@H](O)[C@H](O)[C@H](O)[C@@H](O1)C)[C@@]1([C@H](O[C@H]2[C@@H]([C@H](C(O)O[C@@H]2CO)NC(C)=O)O)O[C@@H]([C@@H]([C@@H]1O)O)CO)O 2'-fucosyl-N-Acetyllactosamine